BrC1=CC=NN1CCO 2-(5-bromopyrazol-1-yl)ethanol